N-[(1r,5s,6r)-3-azabicyclo[3.1.0]hex-6-ylmethyl]-N-ethylacetamide trifluoroacetate FC(C(=O)O)(F)F.[C@H]12CNC[C@@H]2C1CN(C(C)=O)CC